BrC1=CC2=CN(N=C2C=C1N1C[C@H](CC1)OCCOC=1C=C(C#N)C=CC1)C1CCC(CC1)CO 3-[2-[(3S)-1-[5-bromo-2-[4-(hydroxymethyl)cyclohexyl]indazol-6-yl]pyrrolidin-3-yl]oxyethoxy]benzonitrile